C1(CCCCC1)CN1CCCCC1 1-(cyclohexylmethyl)piperidin